FC=1C=C(C=2C3=C(NC2C1)C(=NC(=N3)C)O)F 7,9-difluoro-2-methyl-5H-pyrimido[5,4-b]indol-4-ol